C(C1=CC=CC=C1)NC(C([C@H](CC=1C(NC=CC1)=O)NC([C@H](CC(C)C)NC(OC(C)(C)C)=O)=O)=O)=O tert-butyl ((S)-1-(((S)-4-(benzylamino)-3,4-dioxo-1-(2-oxo-1,2-dihydropyridin-3-yl)butan-2-yl)amino)-4-methyl-1-oxopentan-2-yl)carbamate